CS(=O)(=O)N[C@@H]1[C@@H](N(CCC1)C(=O)OC(C)C)CC1=CC(=NC=C1)C1=CC=CC=C1 isopropyl cis-3-((methylsulfonyl)amino)-2-((2-phenylpyridin-4-yl)methyl)piperidine-1-carboxylate